2-amino-4-(3-hydroxyphenyl)butyric acid NC(C(=O)O)CCC1=CC(=CC=C1)O